CN1N=NC(=C1C1=C(C2=C(C=N1)N=C(S2)N)F)C 6-(1,4-dimethyl-1H-1,2,3-triazol-5-yl)-7-fluorothiazolo[4,5-c]pyridin-2-amine